1-chloro-9-(1-(2-chlorophenyl)-1H-benzo[d]imidazol-2-yl)-9H-carbazole ClC1=CC=CC=2C3=CC=CC=C3N(C12)C1=NC2=C(N1C1=C(C=CC=C1)Cl)C=CC=C2